pyrimidine-6-carbaldehyde N1=CN=CC=C1C=O